N-(6-methyl-3-oxo-2,3-dihydro-1,2,4-triazin-4(5H)-yl)N-butylsulfonamide CC=1CN(C(NN1)=O)N(S(=O)=O)CCCC